(4aR,8aS)-6-[3-[4-chloro-3-(trifluoromethyl)phenoxy]azetidine-1-carbonyl]-4,4a,5,7,8,8a-hexahydropyrido[4,3-b][1,4]oxazin-3-one ClC1=C(C=C(OC2CN(C2)C(=O)N2C[C@@H]3[C@@H](OCC(N3)=O)CC2)C=C1)C(F)(F)F